FC(C(=O)O)(F)F.C(C1=CC=CC=C1)[C@H]1C(NC(N1)(C)C)=O (S)-5-benzyl-2,2-dimethyl-imidazolin-4-one trifluoroacetate